2-(tert-butyl)-N-(2-methyl-4-(2-(pyridin-2-ylamino)pyrimidin-4-yl)benzyl)thiazole-5-carboxamide C(C)(C)(C)C=1SC(=CN1)C(=O)NCC1=C(C=C(C=C1)C1=NC(=NC=C1)NC1=NC=CC=C1)C